2-(3,4-dichlorophenyl)-6-(4,6-dihydrofuro[3,4-c]pyrazol-2-ylmethyl)-1-ethyl-4-oxo-pyridine-3-carboxylic acid ClC=1C=C(C=CC1Cl)C=1N(C(=CC(C1C(=O)O)=O)CN1N=C2C(=C1)COC2)CC